N-(2-aminoethyl)methacryl-amide NCCNC(C(=C)C)=O